3,3,3-trifluoro-2-methylpropionate FC(C(C(=O)[O-])C)(F)F